C(C)(C)(C)OC(=O)N1CCNC(C1)C1=NN2C(C=CC(=C2)OCCN2CCOCC2)=C1C#N 5-(3-cyano-6-(2-morpholinylethoxy)pyrazolo[1,5-a]pyridin-2-yl)piperazine-1-carboxylic acid tert-butyl ester